2-azido-3-(2,3-dihydro-1-benzofuran-7-yl)prop-2-enoic acid N(=[N+]=[N-])C(C(=O)O)=CC1=CC=CC=2CCOC21